C(CC)N1N(C(=CC1C)C)C 1-propyl-2,3,5-trimethylpyrazoline